ClC=1C=C(C(=NC1)N(CC1=CC=C(C=C1)OC)CC1=CC=C(C=C1)OC)[C@@H](C)N1[C@H](COC2=NC(=C(C=3N=C(N=C1C23)SC)F)Cl)C 5-chloro-3-((R)-1-((S)-5-chloro-4-fluoro-9-methyl-2-(methylthio)-8,9-dihydro-10H-7-oxa-1,3,6,10-tetraazacyclohepta[de]naphthalen-10-yl)ethyl)-N,N-bis(4-methoxybenzyl)pyridin-2-amine